methyl (2R,4S)-4-((((benzyloxy)carbonyl)amino)methyl)pyrrolidine-2-carboxylate C(C1=CC=CC=C1)OC(=O)NC[C@H]1C[C@@H](NC1)C(=O)OC